C(CCCCCC(=O)[O-])(=O)OCC(CCCCCC)CCCC (2-butyloctyl) heptanedioate